C(C)(C)C1=CC=C(CNCCN)C=C1 N-(4-isopropylbenzyl)-1,2-ethylenediamine